2-[[6-[[6-[(3R,5S)-3-amino-4,4-difluoro-5-methyl-1-piperidyl]-3-chloro-5-cyano-2-pyridyl]amino]-1-(oxetan-3-ylmethyl)-2-oxo-3-quinolyl]oxy]-N-methyl-acetamide N[C@@H]1CN(C[C@@H](C1(F)F)C)C1=C(C=C(C(=N1)NC=1C=C2C=C(C(N(C2=CC1)CC1COC1)=O)OCC(=O)NC)Cl)C#N